CC(C)=NNC(=S)N Acetone ThioSemiCarbazone